2-[4-[[2-[3-fluoro-4-(trifluoromethyl)phenyl]-4-methyl-1,3-thiazol-5-yl]methylsulfanyl]-2-methylphenoxy]acetic acid FC=1C=C(C=CC1C(F)(F)F)C=1SC(=C(N1)C)CSC1=CC(=C(OCC(=O)O)C=C1)C